[Na].ClC1=NC(=NC(=N1)Cl)O 2,4-dichloro-6-hydroxys-triazine sodium salt